C(C)(C)C1=CC(=C(C=C1)C=1C=C2CCN[C@H](C2=CC1)CNC1=C(C(=O)O)C=CN=C1)C (R)-3-(((6-(4-isopropyl-2-methylphenyl)-1,2,3,4-tetrahydroisoquinolin-1-yl)methyl)amino)isonicotinic acid